[Si](C)(C)(C(C)(C)C)O[C@H]1C[C@H](N(C1)C(=O)OC(C)(C)C)CO (2S,4S)-tert-Butyl 4-(tert-butyldimethylsilyloxy)-2-(hydroxymethyl)pyrrolidine-1-carboxylate